BrC1=CC=C2[C@](N(C(N(C2=C1)CC1=CC=C(C=C1)OC)=O)C)(C(F)(F)F)C#CC1CC1 (S)-7-bromo-4-(cyclopropylethynyl)-1-(4-methoxybenzyl)-3-methyl-4-(trifluoromethyl)-3,4-dihydroquinazolin-2(1H)-one